NC[C@H]1CN(CC1)C=1C=CC=2N(C(C=C(N2)C2=NN3C(C(=NC(=C3)C)C)=C2)=O)C1 7-[(3S)-3-(aminomethyl)pyrrolidin-1-yl]-2-(4,6-dimethylpyrazolo[1,5-a]pyrazin-2-yl)-4H-pyrido[1,2-a]pyrimidin-4-one